tert-butyl (2S)-2-(((tert-butyldiphenylsilyl)oxy)methyl)-4-cyclopentylpyrrolidine-1-carboxylate [Si](C1=CC=CC=C1)(C1=CC=CC=C1)(C(C)(C)C)OC[C@H]1N(CC(C1)C1CCCC1)C(=O)OC(C)(C)C